ClC1=CC(=C(OCC=2C=NC=C(C#N)C2)C=C1OCC=1C(=C(C=CC1)C1=C(C(=CC=C1)C=1C=CC2=C(C=C(O2)C=O)C1)C)C)C=O 5-((4-chloro-2-formyl-5-((3'-(2-formylbenzofuran-5-yl)-2,2'-dimethyl-[1,1'-biphenyl]-3-yl)methoxy)phenoxy)methyl)nicotinonitrile